4-dimethylamino-butylpyridinium chloride [Cl-].CN(CCCC[N+]1=CC=CC=C1)C